1-hexylcarbamoyl-5-fluoro-2,4-pyrimidinedione C(CCCCC)NC(=O)N1C(NC(C(=C1)F)=O)=O